ClC1=NC=CC=C1N1C2C(NN(CC2=CC(=N1)C(F)(F)F)C)=O 5-(2-chloropyridin-3-yl)-2-methyl-7-(trifluoromethyl)-1,2-dihydro-2,3,5,6-tetraazanaphthalen-4(5H)-one